The molecule is a resorcinol having methyl and pentyl groups at positions 4 and 5 respectively. It has a role as an antineoplastic agent. CCCCCC1=C(C(=CC(=C1)O)O)C